O1CNC=C1C(=O)[O-] dihydrooxazole-5-carboxylate